5-(2-chlorophenyl)-N-(3-dimethylaminophenyl)-1H-pyrazole-4-carboxamide ClC1=C(C=CC=C1)C1=C(C=NN1)C(=O)NC1=CC(=CC=C1)N(C)C